6-(6'-amino-2'-fluoro-5-(piperazin-1-yl)-[2,3'-bipyridin]-5'-yl)-3,4-dihydroisoquinolin-1(2H)-one NC1=C(C=C(C(=N1)F)C1=NC=C(C=C1)N1CCNCC1)C=1C=C2CCNC(C2=CC1)=O